C(C1=CC=CC=C1)N1OC(CC1C1=CC=CC=C1)CC1=CC=C(C=C1)[N+](=O)[O-] (E)-2-benzyl-5-p-nitrobenzyl-3-phenylisoxazolidine